5-[2-(2,6-dioxo-3-piperidyl)-1,3-dioxo-isoindolin-4-yl]oxypentanoic acid O=C1NC(CCC1N1C(C2=CC=CC(=C2C1=O)OCCCCC(=O)O)=O)=O